NC=1C2=C(N=CN1)N(C=C2C=2C(=C(C=CC2)NS(=O)(=O)C2=CC(=C(C=C2)OC)Cl)F)C2CCN(CC2)C(C)C N-{3-[4-amino-7-(1-isopropyl-piperidin-4-yl)-7H-pyrrolo[2,3-d]pyrimidin-5-yl]-2-fluoro-phenyl}-3-chloro-4-methoxy-benzenesulfonamide